NC1=NC=CC(=C1OC)SC=1C=CC=2C(=NC=C(N2)N2CCC3([C@@H]([C@@H](OC3)C)N)CC2)N1 (3s,4s)-8-(6-((2-amino-3-methoxypyridin-4-yl)thio)pyrido[2,3-b]pyrazin-2-yl)-3-methyl-2-oxa-8-azaspiro[4.5]decan-4-amine